N-[3-[2-(trifluoromethyl)phenyl]-1H-pyrrolo[2,3-b]pyridin-6-yl]cyclopropanecarboxamide FC(C1=C(C=CC=C1)C1=CNC2=NC(=CC=C21)NC(=O)C2CC2)(F)F